N[C@H](C(=O)NCCNC(C1=C(C=C(C=C1)NC=1C=2N(C=CN1)C(=CN2)C2=C(C(=C(C=C2)OC)F)F)CC)=O)[C@@H](C)O N-[2-[[(2S,3R)-2-amino-3-hydroxy-butanoyl]amino]ethyl]-4-[[3-(2,3-difluoro-4-methoxy-phenyl)imidazo[1,2-a]pyrazin-8-yl]amino]-2-ethyl-benzamide